C1(=CC=CC=C1)NC(=N)NC1=CC=CC=C1 trans-1,3-diphenylguanidine